(3S)-7-((3S,5R)-4-acryloyl-3,5-dimethylpiperazin-1-yl)-10-(5-chloro-2,4-difluorophenyl)-3-((dimethylamino)-methyl)-9-(trifluoromethyl)-2H-[1,4]thiazino[2,3,4-ij]quinazolin-5(3H)-one C(C=C)(=O)N1[C@H](CN(C[C@H]1C)C1=NC(N2C3=C(C(=C(C=C13)C(F)(F)F)C1=C(C=C(C(=C1)Cl)F)F)SC[C@@H]2CN(C)C)=O)C